phenylmethanone C1(=CC=CC=C1)C=O